C1(=CC=CC=C1)S(=O)(=O)C1=CC=C(C=C1)CCCC 1-(4-benzenesulfonyl-phenyl)-butane